4-{3-[3-methyl-1-(oxetan-2-yl)-1H-pyrazol-5-yl]-5-[(3R)-3-methylmorpholin-4-yl]-[1,2]Thiazolo[4,5-b]Pyridin-7-yl}tetrahydropyran-4-carbonitrile CC1=NN(C(=C1)C1=NSC=2C1=NC(=CC2C2(CCOCC2)C#N)N2[C@@H](COCC2)C)C2OCC2